tert-butyl-[(1-chloro-2-oxido-6,7-dihydro-5H-cyclopenta[c]pyridin-2-ium-6-yl)methoxy]-diphenylsilane C(C)(C)(C)[Si](C1=CC=CC=C1)(C1=CC=CC=C1)OCC1CC2=C(C(=[N+](C=C2)[O-])Cl)C1